(R)-6-(3-acetyl-4-(pyrrolidin-1-yl)phenyl)-1-(2-(2-(methoxymethyl)pyrrolidine-1-yl)benzo[d]oxazol-6-yl)-4-oxo-1,4-dihydropyridine-3-carboxylic acid ethyl ester C(C)OC(=O)C1=CN(C(=CC1=O)C1=CC(=C(C=C1)N1CCCC1)C(C)=O)C1=CC2=C(N=C(O2)N2[C@H](CCC2)COC)C=C1